N-(5-(1,5-naphthyridin-4-yl)-1H-pyrazol-3-yl)-6-(1-methylpiperidin-4-yl)imidazo[1,5-a]pyrimidin-3-amine N1=CC=C(C2=NC=CC=C12)C1=CC(=NN1)NC=1C=NC=2N(C1)C(=NC2)C2CCN(CC2)C